CC1=NN(C(=N1)[C@H](C)NC(C1=CC(=CC(=C1)C(F)(F)F)C(F)(F)F)=O)C1=NC=C(C=C1)C(=O)N1CCOCC1 N-[(1S)-1-{3-methyl-1-[5-(morpholin-4-ylcarbonyl)pyridin-2-yl]-1H-1,2,4-triazol-5-yl}ethyl]-3,5-bis(trifluoromethyl)benzamide